Cl.N[C@H](C(CO)(F)F)C1CC1 (S)-3-amino-3-cyclopropyl-2,2-difluoropropan-1-ol hydrochloride